C(C=C)N(CC(=O)OC)C(=O)OC(C)(C)C methyl N-allyl-N-(tert-butoxycarbonyl)glycinate